carboxyl-acrylonitrile C(=O)(O)C(C#N)=C